fluoroorthophosphoric acid P(O)(O)(=O)F